2-((2-chloro-5-(hydroxymethyl)pyrimidin-4-yl)amino)-1-fluoro-5,6,8,9,10,11-hexahydro-7H-pyrido[3',4':4,5]pyrrolo[2,3-f]isoquinolin-7-one ClC1=NC=C(C(=N1)NC=1N=CC=2CCC3=C(C2C1F)NC1=C3C(NCC1)=O)CO